C(C=C)(=O)OC1=C(C=C(C=C1C(C)(C)CC)C(C)(C)CC)C(C)C1=C(C(=CC(=C1)C(C)(C)CC)C(C)(C)CC)O 2-[1-(2-hydroxy-3,5-di-tert-amylphenyl) ethyl]-4,6-di-tert-amylphenyl acrylate